(16Z,19Z,22Z,25Z,28Z,31Z)-triacontahexaenoic acid C(C=CC=CC=CC=CC=CC=CCCCCCCCCCCCCCCCCC)(=O)O